(R)-3-(4-(2-((1-(4-((1R,2S)-6-hydroxy-2-phenyl-1,2,3,4-tetrahydronaphthalen-1-yl)phenyl)piperidin-4-yl)methyl)-2,8-diazaspiro[4.5]decan-8-yl)phenyl)piperidine-2,6-dione OC=1C=C2CC[C@@H]([C@@H](C2=CC1)C1=CC=C(C=C1)N1CCC(CC1)CN1CC2(CC1)CCN(CC2)C2=CC=C(C=C2)[C@@H]2C(NC(CC2)=O)=O)C2=CC=CC=C2